tert-butyl 4-methyl-3-oxohexanoate CC(C(CC(=O)OC(C)(C)C)=O)CC